C12(CC(C1)C2)N2C(C(=CC1=C2N=C(N=C1)NC1CCN(CC1)S(=O)(=O)C)C(F)F)=O 8-(bicyclo[1.1.1]pentan-1-yl)-6-(difluoromethyl)-2-((1-(methylsulfonyl)piperidin-4-yl)amino)pyrido[2,3-d]pyrimidin-7(8H)-one